3-(5-{4-[(7-{4-[6-(benzyloxy)-4-oxoquinazolin-3-yl]phenyl}-7-azaspiro[3.5]nonan-2-yl)oxy]piperidin-1-yl}-1-oxo-3H-isoindol-2-yl)piperidine-2,6-dione C(C1=CC=CC=C1)OC=1C=C2C(N(C=NC2=CC1)C1=CC=C(C=C1)N1CCC2(CC(C2)OC2CCN(CC2)C=2C=C3CN(C(C3=CC2)=O)C2C(NC(CC2)=O)=O)CC1)=O